CC(CC)OC(=O)C1=C[C@H]([C@@H](CC1)C(=C)C)C1=C(C=C(C=C1O)CCCCC)O (3R-trans)-3-(2,6-dihydroxy-4-pentylphenyl)-4-(1-methylethenyl)-1-cyclohexene-1-carboxylic acid 1-methylpropyl ester